methyl 3-((tert-butyldiphenylsilyl)oxy)-2,2-dimethylpropanoate [Si](C1=CC=CC=C1)(C1=CC=CC=C1)(C(C)(C)C)OCC(C(=O)OC)(C)C